COC(C1=C(C=CC(=C1)C#N)N)=O.C[Si](C)(C)[GeH]([Si](C)(C)C)[Si](C)(C)C tri(trimethylsilyl)germane methyl-2-amino-5-cyanobenzoate